CC1=C(OC2=C(C=C(C=C2C1=O)C)[C@@H](C)NC1=CNC(C=C1)(C#N)OC)C1=CC=CC=C1 3-[[(1R)-1-(3,6-Dimethyl-4-oxo-2-phenyl-chromen-8-yl)ethyl]amino]-6-methoxy-pyridine-6-carbonitrile